(S)-2-amino-2-(4-chloro-3-(5-(difluoromethyl)-1H-1,2,4-triazol-1-yl)phenyl)ethan-1-ol N[C@H](CO)C1=CC(=C(C=C1)Cl)N1N=CN=C1C(F)F